N-methyl-N-(5-methylpyridin-2-yl)-6-oxo-1-(prop-2-yn-1-yl)-1,6-dihydropyridine-2-carboxamide CN(C(=O)C=1N(C(C=CC1)=O)CC#C)C1=NC=C(C=C1)C